C(CCCCCCC)OC(CCC1=CC(=C(C(=C1)C(C)(C)C)O)N1N=C2C(=N1)C=CC(=C2)Cl)=O 3-(5-chloro-2H-benzotriazol-2-yl)-5-t-butyl-4-hydroxybenzenepropanoic acid octyl ester